2-(4-cyclopropyl-2,6-dimethyl-phenyl)-5-morpholino-6H-triazolo[4,5-d]pyrimidin-7-one C1(CC1)C1=CC(=C(C(=C1)C)N1N=C2C(N=C(NC2=O)N2CCOCC2)=N1)C